COC(=O)C1=CN(C(C(=C1)S(=O)(=O)Cl)=O)C 5-Chlorosulfonyl-1-methyl-6-oxo-pyridine-3-carboxylic acid methyl ester